N-[[4-(5-amino-4-cyano-1-tetrahydropyran-4-ylpyrazol-3-yl)-2-fluoro-phenyl]methyl]-5-fluoro-2-methoxy-benzamide NC1=C(C(=NN1C1CCOCC1)C1=CC(=C(C=C1)CNC(C1=C(C=CC(=C1)F)OC)=O)F)C#N